FC(C(=O)N1CC(C1)N1C(N(C2=NC=CC(=C21)N2CC1(C2)CNCC1)C=1C=NC(=CC1)C(F)(F)F)=O)=C 1-[1-(2-fluoroacryloyl)azetidin-3-yl]-3-[6-(trifluoromethyl)pyridin-3-yl]-7-(2,6-diazaspiro[3.4]oct-2-yl)-2,3-dihydro-1H-imidazo[4,5-b]pyridin-2-one